2-(tributylstannyl)-1H-imidazole C(CCC)[Sn](C=1NC=CN1)(CCCC)CCCC